2-(2,4-dichlorophenyl)-4-(2,4-dichlorophenyl)-5-methylimidazole ClC1=C(C=CC(=C1)Cl)C=1NC(=C(N1)C1=C(C=C(C=C1)Cl)Cl)C